5-bromo-7-methoxy-1H-pyrazolo[3,4-c]pyridine BrC=1C=C2C(=C(N1)OC)NN=C2